Cl.COC(=O)[C@@H]1C[C@H](CC1)N (1S,3S)-3-aminocyclopentanecarboxylic acid methyl ester hydrochloride